C(C1=CC=CC=C1)OC1=CC(=C(C2=CC=CC=C12)I)NC(OC(C)(C)C)=O tert-butyl (4-(benzyloxy)-1-iodonaphthalen-2-yl)carbamate